N1C(=NC2=C1C=CC=C2)C2(C(N(C1=CC=CC=C21)C)=O)C2=C(C=C(C=C2)C)O 3-(1H-Benzo[d]imidazol-2-yl)-3-(2-hydroxy-4-methylphenyl)-1-methylindolin-2-one